6-(5-benzamidocyclohex-1-en-1-yl)-3-((1'-(2-(dimethylamino)ethyl)-1',2,2',3,5,6-hexahydrospiro[pyran-4,3'-pyrrolo[2,3-b]pyridin]-6'-yl)amino)picolinamide C(C1=CC=CC=C1)(=O)NC1CCC=C(C1)C1=CC=C(C(=N1)C(=O)N)NC1=CC=C2C(=N1)N(CC21CCOCC1)CCN(C)C